N-(3-(4-(2-hydroxyethoxy)-2',3',5',6'-tetrahydrospiro[chromane-2,4'-pyran]-7-yl)-4-methylphenyl)-2-(trifluoromethyl)isonicotinamide OCCOC1CC2(CCOCC2)OC2=CC(=CC=C12)C=1C=C(C=CC1C)NC(C1=CC(=NC=C1)C(F)(F)F)=O